3,5-dibromo-6-methyl-pyrazin-2-amine BrC=1C(=NC(=C(N1)Br)C)N